C(CC\C=C\CCCCC)(=O)OCC ethyl (E)-4-decenoate